tert-butyl 3-(3-(2-(methoxymethoxy)phenyl)-7-((2-(trimethylsilyl)ethoxy)methyl)-7H-pyrrolo[2,3-c]pyridazin-6-yl)-4-methylpiperazine-1-carboxylate COCOC1=C(C=CC=C1)C1=CC2=C(N=N1)N(C(=C2)C2CN(CCN2C)C(=O)OC(C)(C)C)COCC[Si](C)(C)C